BrC1=CC(=C(OC2CCN(CC2)C(=O)OC(C)(C)C)C=C1)C#N tert-butyl 4-(4-bromo-2-cyanophenoxy)piperidine-1-carboxylate